Cl.FC1(CC12CC(C2)N)F 1,1-difluorospiro[2.3]hexane-5-amine hydrochloride